1-((1R,5S,6s)-6-((4-amino-5-(2-methoxy-4-((6-methylpyridin-2-yl)oxy)phenyl)-7-methyl-7H-pyrrolo[2,3-d]pyrimidin-6-yl)ethynyl)-3-azabicyclo[3.1.0]hexan-3-yl)prop-2-en-1-one NC=1C2=C(N=CN1)N(C(=C2C2=C(C=C(C=C2)OC2=NC(=CC=C2)C)OC)C#CC2[C@@H]1CN(C[C@H]21)C(C=C)=O)C